NC1=C2CN(CC2=CC=C1)C(=O)OC(C)(C)C tert-butyl 4-aminoisoindoline-2-carboxylate